FC1=C(C=CC(=C1)C)C1=CN=C(N1)C1N(CCCC1)C(C(C)SC)=O 1-(2-(5-(2-Fluoro-4-methylphenyl)-1H-imidazol-2-yl)piperidin-1-yl)-2-(methylsulfanyl)propan-1-one